CC1=C(CCC2=CC(=CC=C12)O[C@@H]1CC[C@@H](CC1)C)CN1CC(C1)C(=O)O 1-({1-Methyl-6-[(cis-4-methylcyclohexyl)oxy]-3,4-dihydro-2-naphthalenyl}methyl)-3-azetidinecarboxylic acid